C[C@@H]1N(CCN(C1)CC1OCCC1)CC1=CC=2N(C=C1)N=CC2N2C(NC(CC2)=O)=O 1-(5-(((2S)-2-methyl-4-((tetrahydrofuran-2-yl)methyl)piperazin-1-yl)methyl)pyrazolo[1,5-a]pyridin-3-yl)dihydropyrimidine-2,4(1H,3H)-dione